FC1(CCN(CC1)C1=NC(=NC(=C1)C)NC(=O)C1=C(C=C(C=C1N1CCC2(CC2)CC1)NS(=O)(=O)CC(=O)OCC)F)F ethyl 2-(N-(4-((4-(4,4-difluoropiperidin-1-yl)-6-methylpyrimidin-2-yl)carbamoyl)-3-fluoro-5-(6-azaspiro[2.5]octan-6-yl)phenyl)sulfamoyl)acetate